4-(4-cyclohexylphenoxy)aniline heptadecan-9-yl-8-((3-acetamido-2-methylpropyl)amino)octanoate CCCCCCCCC(CCCCCCCC)OC(CCCCCCCNCC(CNC(C)=O)C)=O.C1(CCCCC1)C1=CC=C(OC2=CC=C(N)C=C2)C=C1